P1(=O)(OC2=C(C=C(C=C2C(C)(C)C)C(C)(C)C)CC2=C(C(=CC(=C2)C(C)(C)C)C(C)(C)C)O1)[O-].[Na+] sodium 2,2'-methylene-bis(4,6-di-tert-butyl-phenyl) phosphate